C1(CC1)OC1=CC(=NC=C1C=1C=NN(C1)C1COCC1)NC1=NC(=NC(=C1)NCC1=C(C=C(C=C1)OC)OC)C(F)F N4-(4-cyclopropoxy-5-(1-(tetrahydrofuran-3-yl)-1H-pyrazol-4-yl)pyridin-2-yl)-2-(difluoromethyl)-N6-(2,4-dimethoxybenzyl)pyrimidine-4,6-diamine